1,1-di(t-pentylperoxy)2-methylcyclohexane C(C)(C)(CC)OOC1(C(CCCC1)C)OOC(C)(C)CC